(1R,2S,5S)-N-{(2S)-1-amino-1-oxo-3-[(3S)-2-oxopyrrolidin-3-yl]propan-2-yl}-3-[N-(chloroacetyl)-3-methyl-L-valyl]-6,6-dimethyl-3-azabicyclo[3.1.0]hexane-2-carboxamide NC([C@H](C[C@H]1C(NCC1)=O)NC(=O)[C@@H]1[C@H]2C([C@H]2CN1C([C@@H](NC(CCl)=O)C(C)(C)C)=O)(C)C)=O